rac-6-[(3aR,7aS)-2-[4-(trifluoromethyl)pyridin-2-yl]-octahydro-1H-pyrrolo[3,4-c]pyridine-5-carbonyl]-1-[(oxetan-3-yl)methyl]-1H-indole FC(C1=CC(=NC=C1)N1C[C@@H]2CN(CC[C@@H]2C1)C(=O)C1=CC=C2C=CN(C2=C1)CC1COC1)(F)F |r|